7-(1-Benzylpiperidin-3-yl)-3-bromopyrazolo[1,5-a]pyrimidin-2-ol C(C1=CC=CC=C1)N1CC(CCC1)C1=CC=NC=2N1N=C(C2Br)O